trans-3-octene-1,1-dicarboxylic acid C(C\C=C\CCCC)(C(=O)O)C(=O)O